C(#N)C1=CC=C(NC2CN(C2)C(=O)OC(C)(C)C)C=C1 tert-butyl 3-(4-cyanoanilino)azetidine-1-carboxylate